Cl.BrC1=CC=C(O1)C1=C(N=C2N1CCNC2)C(C)(C)O 2-(3-(5-bromofuran-2-yl)-5,6,7,8-tetrahydroimidazo[1,2-a]pyrazin-2-yl)propan-2-ol hydrochloride